methyl m-(bromomethyl)benzoate BrCC=1C=C(C(=O)OC)C=CC1